FC(C1(CC1)NC(N)=O)(F)F 3-[1-(trifluoromethyl)cyclopropyl]urea